(R)-4-bromobenzenesulfinate BrC1=CC=C(C=C1)S(=O)[O-]